[C@@H]12N[C@@H](C[C@@H]2C1)C(=O)OCC1=CC=CC=C1 |&1:4| benzyl (1R,3S,SR)-2-azabicyclo[3.1.0]hexane-3-carboxylate